C(C1=CC=CC=C1)(=O)OOC(CCCCC)=O caproyloxy benzoate